COC=1C=C(CCC2=NNC(=C2)NC(C2=CC=CC=C2)=O)C=C(C1)OC N-(3-(3,5-dimethoxyphenethyl)-1H-pyrazol-5-yl)benzamide